2-(2-(4-nitrophenyl)-2-oxoethyl)-4H-benzo[d][1,3]oxathiin-4-one [N+](=O)([O-])C1=CC=C(C=C1)C(CC1OC(C2=C(S1)C=CC=C2)=O)=O